CC(C)[C@@H](C(=O)O)NC(=O)OC(C)(C)C N-Boc-L-valinol